NCC[N+]1(CCC(CC1)C(=O)N1CCNCC1)C 4-[1-(2-aminoethyl)-1-methyl-piperidin-1-ium-4-carbonyl]piperazine